N-(5-cyano-1,3-benzothiazol-2-yl)-3-(2-methoxyphenyl)pyridine-4-carboxamide C(#N)C=1C=CC2=C(N=C(S2)NC(=O)C2=C(C=NC=C2)C2=C(C=CC=C2)OC)C1